C1(=CC=CC=C1)C1=CC=2C(=NC=C(C2)C(O)C=2C=NC=CC2)N1 (2-phenyl-1H-pyrrolo[2,3-b]pyridin-5-yl)-(3-pyridinyl)methanol